6-((2-((3ar,7ar)-hexahydro-1H-pyrrolo[2,3-c]pyridin-6(2H)-yl)-1H-benzo[d]imidazol-1-yl)methyl)nicotinonitrile N1CC[C@H]2[C@@H]1CN(CC2)C2=NC1=C(N2CC2=NC=C(C#N)C=C2)C=CC=C1